3-(isopropyl-sulfonyl)-1-methyl-1H-pyrazol C(C)(C)S(=O)(=O)C1=NN(C=C1)C